2-(4-((4-methyl-5-nitropyridin-2-yl)oxy)phenyl)thiazole CC1=CC(=NC=C1[N+](=O)[O-])OC1=CC=C(C=C1)C=1SC=CN1